((2S,4R,SR)-4-acetoxy-5-(2-amino-7-(3-cyanobenzyl)-8-oxo-7,8-dihydro-9H-purin-9-yl)tetrahydrofuran-2-yl)methyl acetate C(C)(=O)OC[C@H]1O[C@@H]([C@@H](C1)OC(C)=O)N1C2=NC(=NC=C2N(C1=O)CC1=CC(=CC=C1)C#N)N |&1:7|